(R)-2-(6-(2-(2-fluoro-5-(2,2,2-trifluoroethoxy)benzyl)-2H-tetrazol-5-yl)pyridin-2-yl)-2-hydroxypropane-1-sulfonamide FC1=C(CN2N=C(N=N2)C2=CC=CC(=N2)[C@@](CS(=O)(=O)N)(C)O)C=C(C=C1)OCC(F)(F)F